N-(2H-INDAZOL-5-YL)PYRAZIN-2-CARBOXAMID N=1NC=C2C=C(C=CC12)NC(=O)C1=NC=CN=C1